ClC1=C(C=CC(=C1)Cl)C1=CC(=C(C=C1)C(=O)O)NC(C1=C(C=C(C(=C1)C(N=S(=O)(C)C)=O)O)C(N(C)C)=O)=O 2',4'-dichloro-3-(5-{[dimethyl(oxo)-λ6-sulfanylidene]carbamoyl}-2-(dimethylcarbamoyl)-4-hydroxybenzamido)-[1,1'-biphenyl]-4-carboxylic acid